N-[(6-Amino-2-pyridyl)sulfonyl]-2-(6-azaspiro[2.4]heptan-6-yl)-6-(3-fluoro-5-isobutoxyphenyl)pyridin-3-carboxamid NC1=CC=CC(=N1)S(=O)(=O)NC(=O)C=1C(=NC(=CC1)C1=CC(=CC(=C1)OCC(C)C)F)N1CCC2(CC2)C1